N-(beta-aminoethyl)-gamma-amino-propyltriethoxysilane NCCNCCC[Si](OCC)(OCC)OCC